1,2-di-dodecahexenoyl-sn-glycerol C(C=C=C=C=C=C=CCCCC)(=O)OC[C@@H](OC(C=C=C=C=C=C=CCCCC)=O)CO